COC1=CC(=C(C(=O)OC)C=C1OC(C)(C)C1=C(C=NC=C1)C)[N+](=O)[O-] methyl 4-methoxy-5-{[2-(3-methylpyridin-4-yl)prop-2-yl]oxy}-2-nitrobenzoate